4-isopropylisoquinolin C(C)(C)C1=CN=CC2=CC=CC=C12